(R)-2-((4-(2-(4-chlorophenyl)-2,3-dihydrobenzo[b][1,4]dioxin-5-yl)piperidin-1-yl)methyl)-1-(oxazol-5-ylmethyl)-1H-imidazole-5-carbaldehyde ClC1=CC=C(C=C1)[C@@H]1COC2=C(O1)C=CC=C2C2CCN(CC2)CC=2N(C(=CN2)C=O)CC2=CN=CO2